[N+](=O)([O-])C1=C(C=CC(=C1)[N+](=O)[O-])S(=O)(=O)ON1N=NC2=C1C=CC=C2 1H-benzo[d][1,2,3]triazol-1-yl 2,4-dinitrobenzenesulfonate